3-cyanopyridinium C(#N)C=1C=[NH+]C=CC1